C1(CCC(CC1)C(=O)O)C(=O)O.C(C)OC(COCCO)(OCC)O diethoxydiethylene glycol cyclohexane-1,4-dicarboxylate